C(C1=CC=CC=C1)OC(=O)N\C(=C/[C@H]1CN(CCO1)C(=O)OC(C)(C)C)\C(=O)OC tert-butyl (S,Z)-2-(2-(((benzyloxy)carbonyl)amino)-3-methoxy-3-oxoprop-1-en-1-yl)morpholine-4-carboxylate